C(=O)O.C1(CC1)C1=NC=2C=C(C(=CC2C2=C1CC(N2)(C)C)OC)OCCCN2CCCC2 1-[3-({4-cyclopropyl-8-methoxy-2,2-dimethyl-1H,2H,3H-pyrrolo[3,2-c]quinolin-7-yl}oxy)propyl]pyrrolidine formate